OC[C@H](C1=CC(=CC=C1)C)NC([C@@H](C)N1C(C2=CC(=CC=C2C1)C1=NC(=NC=C1)NC1CCOCC1)=O)=O (2R)-N-[(1S)-2-hydroxy-1-(3-methylphenyl)ethyl]-2-(6-{2-[(oxacyclohex-4-yl)amino]pyrimidin-4-yl}-1-oxo-2,3-dihydro-1H-isoindol-2-yl)propionamide